t-butyl-4-(4,4,5,5-tetramethyl-1,3,2-dioxaborolane-2-yl)-3,6-dihydropyridin-1(2H)-carboxylate C(C)(C)(C)OC(=O)N1CCC(=CC1)B1OC(C(O1)(C)C)(C)C